FC1(CCC(CC1)NC1=NC(=CC(=C1)CO)C=1SC=C(N1)C)F (2-((4,4-difluorocyclohexyl)amino)-6-(4-methylthiazol-2-yl)pyridin-4-yl)methanol